4-(4-((3-ethyl-2,4-dioxo-1,2,3,4-tetrahydroquinazolin-7-yl)methyl)piperazin-1-yl)-3-chloro-N-methylbenzamide C(C)N1C(NC2=CC(=CC=C2C1=O)CN1CCN(CC1)C1=C(C=C(C(=O)NC)C=C1)Cl)=O